(2S,3R)-3-((2-((3-fluoro-4-(4-(methyl-sulfonyl)piperazin-1-yl)phenyl)amino)-5-(pyridin-3-yl)pyrimidin-4-yl)amino)bicyclo[2.2.1]hept-5-ene-2-carboxamide FC=1C=C(C=CC1N1CCN(CC1)S(=O)(=O)C)NC1=NC=C(C(=N1)N[C@H]1[C@H](C2C=CC1C2)C(=O)N)C=2C=NC=CC2